FC(C1CC(N(CCN1C)CC1=C2C=CNC2=C(C=C1OC)C)C1=CC=C(C(=O)O)C=C1)F 4-(7-(difluoromethyl)-4-((5-methoxy-7-methyl-1H-indol-4-yl)methyl)-1-methyl-1,4-diazepan-5-yl)benzoic acid